2,2-dimethyl-1,3-dioxane-4,6-dione [isopropylidene malonate] C(C)(C)=C(C(=O)O)C(=O)O.CC1(OC(CC(O1)=O)=O)C